dibutyldiacetoxytin C(CCC)[Sn](OC(C)=O)(OC(C)=O)CCCC